4-((4-cyanophenyl)sulfonyl)-1-(3,4,5-trihydroxybenzoyl)piperazine-2-carboxamide C(#N)C1=CC=C(C=C1)S(=O)(=O)N1CC(N(CC1)C(C1=CC(=C(C(=C1)O)O)O)=O)C(=O)N